Cl.NCC[C@@H](O)C1=CC=C(C=C1)Cl (R)-3-amino-1-(4-chlorophenyl)propan-1-ol hydrochloride